6-bromo-8-(1-methyl-1H-pyrazol-5-yl)imidazo[1,2-a]pyridine BrC=1C=C(C=2N(C1)C=CN2)C2=CC=NN2C